p-chlorophenyltriethoxysilane ClC1=CC=C(C=C1)[Si](OCC)(OCC)OCC